4-(4-((tert-butyldimethylsilyl)oxy)piperidin-1-yl)-3-nitrobenzonitrile [Si](C)(C)(C(C)(C)C)OC1CCN(CC1)C1=C(C=C(C#N)C=C1)[N+](=O)[O-]